C[C@H]1N(CCN(C1)CC1=C(C(=CC=C1)C(F)(F)F)C)C(=O)OC=1C(=NC=C(C1)C#N)C 5-Cyano-2-methylpyridin-3-yl (R)-2-methyl-4-(2-methyl-3-(trifluoromethyl)benzyl)piperazine-1-carboxylate